N-(4-(N-(3,4-dichloro-1H-indol-7-yl)sulfamoyl)phenyl)-N-propylpiperidine-4-sulfonamide ClC1=CNC2=C(C=CC(=C12)Cl)NS(=O)(=O)C1=CC=C(C=C1)N(S(=O)(=O)C1CCNCC1)CCC